1-(4-bromo-2-pyridinyl)piperazine BrC1=CC(=NC=C1)N1CCNCC1